C(C)(C)(C)OOC(C=1C(C(=O)OC(C)(C)C)=CC=CC1)=O di-t-butylperoxyphthalate